5-{[3-(1H-benzimidazol-2-yl)-3-hydroxyazetidin-1-yl]carbonyl}-4-[(4-bromo-2-fluorophenyl)amino]-1-methylpyridin-2(1H)-one N1C(=NC2=C1C=CC=C2)C2(CN(C2)C(=O)C=2C(=CC(N(C2)C)=O)NC2=C(C=C(C=C2)Br)F)O